7-(2,8-dimethylimidazo[1,2-b]pyridazin-6-yl)-8-fluoro-3-(1-methylpiperidin-4-yl)quinazolin-4(3H)-one CC=1N=C2N(N=C(C=C2C)C2=CC=C3C(N(C=NC3=C2F)C2CCN(CC2)C)=O)C1